FC(CCl)(F)F trifluoroethanyl chloride